2-(2-(3,8-diazabicyclo[3.2.1]octan-3-yl)-7-(thiazol-2-yl)-4-(trifluoromethyl)benzo[d]oxazol-5-yl)propan-2-ol C12CN(CC(CC1)N2)C=2OC1=C(N2)C(=C(C=C1C=1SC=CN1)C(C)(C)O)C(F)(F)F